2-[(2S,3R,4R,5R,6S)-5-Acetyloxy-2-(acetyloxymethyl)-6-[4-[(E)-3-phenylprop-2-enoyl]phenoxy]-3-[(2S,3S,4R,5S,6S)-3,4,5-triacetyloxy-6-(acetyloxymethyl)oxan-2-yl]oxyoxan-4-yl]acetic acid C(C)(=O)O[C@@H]1[C@@H]([C@H]([C@@H](O[C@H]1OC1=CC=C(C=C1)C(\C=C\C1=CC=CC=C1)=O)COC(C)=O)O[C@H]1O[C@H]([C@@H]([C@H]([C@@H]1OC(C)=O)OC(C)=O)OC(C)=O)COC(C)=O)CC(=O)O